N-(2-cyanoethyl)-imidazole C(#N)CCN1C=NC=C1